C(=O)(O)[C@H](CC(=O)N1CC2=CC(=C(C(=C2C1C)F)OCCCOC=1C=C2CN(CC2=CC1OC)C(C[C@@H](C(=O)O)C)=O)OC)C (2S)-4-(5-(3-((2-((S)-3-carboxybutanoyl)-4-fluoro-6-methoxy-3-methylisoindolin-5-yl)oxy)propoxy)-6-methoxyisoindolin-2-yl)-2-methyl-4-oxobutanoic acid